2-isopropyl-6-(tributylstannyl)pyridine C(C)(C)C1=NC(=CC=C1)[Sn](CCCC)(CCCC)CCCC